COC(CNCC(=O)OC(C)(C)C)=O tert-butyl (2-methoxy-2-oxoethyl)glycinate